CC(=CC(=O)O)C 3-methylcrotonic acid